Neodymium Boron Iron [Fe].[B].[Nd]